C12C=CCC(CC1)N2C(=O)O 8-azabicyclo[3.2.1]oct-2-ene-8-carboxylic acid